N-(5-(2-(((1r,4r)-4-aminocyclohexyl)amino)-8-(1,1-difluoroethyl)quinazolin-6-yl)-6-methoxypyridin-2-yl)-2-chlorobenzenesulfonamide NC1CCC(CC1)NC1=NC2=C(C=C(C=C2C=N1)C=1C=CC(=NC1OC)NS(=O)(=O)C1=C(C=CC=C1)Cl)C(C)(F)F